6-(hydroxymethyl)benzo[c]isoxazole-3-carboxylic acid OCC=1C=CC=2C(=NOC2C(=O)O)C1